2,2,2-Trifluoroethyl (S)-2-amino-3-(6-phenylpyridin-3-yl)propanoate dihydrochloride Cl.Cl.N[C@H](C(=O)OCC(F)(F)F)CC=1C=NC(=CC1)C1=CC=CC=C1